FC1(CC1)CN[C@@H]1C[C@H](N(CC1)CC1=C2C=CNC2=C(C=C1OC)C)C1=CC=C(C(=O)O)C=C1 4-((2S,4S)-4-(((1-fluorocyclopropyl)methyl)amino)-1-((5-methoxy-7-methyl-1H-indol-4-yl)methyl)piperidin-2-yl)benzoic acid